5-(phenyldisulfanyl)-1H-benzol C1(=CC=CC=C1)SSC=1C=CCCC1